C(C)(C)(C)OC(NC1=CC(=C(C=C1)F)O)=O (4-fluoro-3-hydroxyphenyl)carbamic acid tert-butyl ester